(1,3-diisopropylimidazol-2-ylidene)(3-chloropyridyl)palladium (II) dichloride C(C)(C)N1C(N(C=C1)C(C)C)=[Pd-3](C1=NC=CC=C1Cl)(Cl)Cl